BrC1=C(N(N=C1)C)C=1C=C(C=CC1OC)NC(=O)NC1=CC(=CC=C1)C(C)=NO 1-[3-(4-Bromo-2-methyl-2H-pyrazol-3-yl)-4-methoxy-phenyl]-3-[3-(1-hydroxyimino-ethyl)-phenyl]-urea